ClC1=NC2=C(C(=CC=C2C(=N1)N1C(COCCC1)=O)C1=CC(=CC2=CC=CC=C12)OCOC)C 4-[2-chloro-7-[3-(methoxymethoxy)-1-naphthyl]-8-methyl-quinazolin-4-yl]-1,4-oxazepan-3-one